6-chloro-1,1-dioxo-3,4-dihydro-2H-1lambda6,2,4-benzothiadiazine-7-sulfonamide ClC=1C(=CC2=C(NCNS2(=O)=O)C1)S(=O)(=O)N